FC1=C(C#N)C(=CC(=C1)C=C(C)C)F 2,6-difluoro-4-(2-methylpropan-1-en-1-yl)benzonitrile